methoxy-nonafluorobutane COC(C(C(C(F)(F)F)(F)F)(F)F)(F)F